C(C)NS(=O)(=O)N[C@@H]1CC[C@H](OC1)CN1CCC2(CN(C2)C2=NC=NC=C2OC2=C(C(=O)N(CC(F)(F)F)C(C)C)C=C(C=C2)F)CC1 2-((4-(7-(((2S,5R)-5-((N-Ethylsulfamoyl)amino)tetrahydro-2H-pyran-2-yl)methyl)-2,7-diazaspiro[3.5]nonan-2-yl)pyrimidin-5-yl)oxy)-5-fluoro-N-isopropyl-N-(2,2,2-trifluoroethyl)benzamide